2,8-dibromoindolo(3,2-b)carbazole BrC=1C=C2C(=CC1)N=C1C2=CC2=NC3=CC=C(C=C3C2=C1)Br